5-(2-trifluoromethylphenyl)-4H-[1,2,4]-triazole-3-thiol FC(C1=C(C=CC=C1)C=1NC(=NN1)S)(F)F